CSC1=CC=C(C=N1)C(C)=O 1-(6-(Methylthio)pyridin-3-yl)ethanone